[SiH3]C12C=CC(CC1)C2 SILYLNORBORNEN